ICCC\C=C/CCCCCC(OCC)OCC (7Z)-11-iodo-1,1-diethoxy-7-undecene